C1(CC1)[C@]1(C(N(C[C@H]1C)C=1C=2N(N=CC1)C=C(C2)C2=CN=C1N2CCCC1)=O)C#N (3R,4S)-3-cyclopropyl-4-methyl-2-oxo-1-[6-(5,6,7,8-tetrahydroimidazo[1,2-a]pyridin-3-yl)pyrrolo[1,2-b]pyridazin-4-yl]pyrrolidine-3-carbonitrile